CC(=O)N[C@@H]1[C@H]([C@@H]([C@H](O[C@H]1O[C@@H]2[C@H](OC([C@@H]([C@H]2O)NC(=O)C)O)CO)CO)O[C@H]3[C@H]([C@H]([C@@H]([C@H](O3)CO[C@@H]4[C@H]([C@H]([C@@H]([C@H](O4)CO)O)O[C@@H]5[C@H]([C@H]([C@@H]([C@H](O5)CO)O)O)O[C@@H]6[C@H]([C@H]([C@@H]([C@H](O6)CO)O)O)O)O)O)O[C@@H]7[C@H]([C@H]([C@@H]([C@H](O7)CO)O)O)O[C@@H]8[C@H]([C@H]([C@@H]([C@H](O8)CO)O)O)O[C@@H]9[C@H]([C@H]([C@@H]([C@H](O9)CO)O)O)O)O)O The molecule is a high-mannose oligosaccharide that is alpha-D-Manp-(1->3)-[alpha-D-Manp-(1->6)]-beta-D-Manp-(1->4)-beta-D-GlcpNAc-(1->4)-D-GlcpNAc in which the terminal (1->3)- and (1->6)-attached mannosyl groups have been gylcosylated at positions 2 and 3 respectively by 2-O-alpha-D-mannopyranosyl-alpha-D-mannopyranosyl groups. It is a high-mannose oligosaccharide and an amino nonasaccharide. It derives from an alpha-D-Manp-(1->3)-[alpha-D-Manp-(1->6)]-beta-D-Manp-(1->4)-beta-D-GlcpNAc-(1->4)-D-GlcpNAc.